C(C)(C)NC(C)CC1=CC=CC=C1 N-iso-Propylamphetamine